C(C)(=O)NCC1CCC(C=2N(C1)N=C1C2CN(CC1)C(=O)OC(C)(C)C)(F)F tert-Butyl 8-(acetamidomethyl)-11,11-difluoro-1,3,4,7,8,9,10,11-octahydro-2H-pyrido[4',3':3,4]-pyrazolo[1,5-a]azepine-2-carboxylate